tert-butyl (2R,4R)-2-(amino(phenyl)methyl)-4-methoxypyrrolidine-1-carboxylate NC([C@@H]1N(C[C@@H](C1)OC)C(=O)OC(C)(C)C)C1=CC=CC=C1